C(C)(C)C1=C(C(=O)NC=2C=C(C=CC2C(F)(F)F)[C@@H]2[C@@H](C2)C(=O)O)C=CC(=C1)OCCCC1=CC=CC=C1 (1R,2S)-2-[3-{[2-isopropyl-4-(3-phenylpropoxy)benzoyl]amino}-4-(trifluoromethyl)phenyl]cyclopropanecarboxylic acid